BrC1=CC(=C(C=C1)C1(CC1)O)CO 1-(4-Bromo-2-(hydroxymethyl)phenyl)cyclopropan-1-ol